((S)-1-methyl-2-oxetanylmethoxy-ethyl)-carbamic acid tert-butyl ester C(C)(C)(C)OC(N[C@H](COCC1OCC1)C)=O